3-((S)-2-(6-(2,3-dihydrobenzo[b][1,4]dioxin-6-yl)-1-oxoisoindolin-2-yl)butanamido)-5-fluoro-4-oxopentanoic acid O1C2=C(OCC1)C=C(C=C2)C2=CC=C1CN(C(C1=C2)=O)[C@H](C(=O)NC(CC(=O)O)C(CF)=O)CC